3-azabicyclo[2.1.1]hexane hydrochloride Cl.C12CNC(C1)C2